ClC1=NC=C(C=C1CO)F (2-chloro-5-fluoro-3-pyridyl)methanol